[Cl-].[Cl-].C(CCC)[Hf+2](C1C=CC=C1)CCCC di-n-butylcyclopentadienyl-hafnium dichloride